4-chloro-3-(3,5,7-trifluoro-4-oxo-1,4-dihydro-quinolin-2-yl)benzonitrile ClC1=C(C=C(C#N)C=C1)C=1NC2=CC(=CC(=C2C(C1F)=O)F)F